(3-(benzyloxy)phenyl)hydrazine 5-ethyl-6-fluoronaphthalene-2-ylmethylcarbamate C(C)C1=C2C=CC(=CC2=CC=C1F)CNC(O)=O.C(C1=CC=CC=C1)OC=1C=C(C=CC1)NN